ClC1=CC(=C(COC2=C(C=CC(=N2)OC2CCN(CC2)CC2=NC3=C(N2CC2(CC2)CC#N)C=C(C=C3F)C(=O)O)F)C=C1)F 2-((4-((6-((4-chloro-2-fluorobenzyl)oxy)-5-fluoropyridin-2-yl)oxy)piperidin-1-yl)methyl)-1-((1-(cyanomethyl)cyclopropyl)methyl)-4-fluoro-1H-benzo[d]imidazole-6-carboxylic acid